2-METHYL-2-MORPHOLINOPROPANAL CC(C=O)(C)N1CCOCC1